3,7-dibromo-10-(4-morpholinobutyl)-10H-benzo[b]pyrido[2,3-e][1,4]oxazine BrC1=CC2=C(N(C3=C(O2)C=C(C=C3)Br)CCCCN3CCOCC3)N=C1